5-(4-fluorophenyl)-1-(4-sulfamoylphenyl)-1H-pyrazole-3-carboxylic acid methyl ester COC(=O)C1=NN(C(=C1)C1=CC=C(C=C1)F)C1=CC=C(C=C1)S(N)(=O)=O